OCC(=O)NC=1C=C(C=CC1OCCOC)C=1SC=C(N1)CC(=O)NCC(=O)O (2-(2-(3-(2-hydroxyacetamido)-4-(2-methoxyethoxy)phenyl)thiazol-4-yl)acetyl)glycine